pentafluoro(2-methoxy-2-(naphthalen-2-ylmethoxy)ethyl)-lambda6-sulfane FS(CC(OCC1=CC2=CC=CC=C2C=C1)OC)(F)(F)(F)F